C(C)(C)OC(=O)C=1C(=NC=NC1)C1=C2C=NN(C2=CC=C1)C 4-(1-methyl-1H-indazol-4-yl)pyrimidine-5-carboxylic acid isopropyl ester